p-methoxycinnamoyloxypropyl-trimethoxysilane COC1=CC=C(C=CC(=O)OCCC[Si](OC)(OC)OC)C=C1